N-n-undecanoyl-tyrosine C(CCCCCCCCCC)(=O)N[C@@H](CC1=CC=C(C=C1)O)C(=O)O